OCC(C)C(CC[C@@H](C)[C@H]1CC[C@H]2[C@@H]3CCC4CCCC[C@]4(C)[C@H]3CC[C@]12C)=O hydroxycholestanone